F[C@H](CF)C1=C(C=CC=C1F)[C@@H]1C2=C(NC(=C1C(=O)OC)C)COC2=O methyl (S)-4-(2-((S)-1,2-difluoroethyl)-3-fluorophenyl)-2-methyl-5-oxo-1,4,5,7-tetrahydrofuro[3,4-b]pyridine-3-carboxylate